FC1=CC=C(C=C1)C1OC2=CC(=CC=C2C(C1)=O)OC 2-(4-Fluorophenyl)-7-methoxychroman-4-one